COC1=C(C=O)C=C(C=C1)N1N=NN=C1C(F)(F)F 2-methoxy-5-(5-trifluoromethyl-1H-tetrazole-1-yl)-benzaldehyde